indolizine-7-carboxylic acid C=1C=CN2C=CC(=CC12)C(=O)O